CCCCCCCCCC(=O)OC[C@@H](CO)O The molecule is a 3-acyl-sn-glycerol that is the R-enantiomer of 2,3-dihydroxypropyl decanoate. It is a 3-acyl-sn-glycerol and a 1-monodecanoylglycerol. It is an enantiomer of a 1-decanoyl-sn-glycerol.